CN(CCNC(C(CCSCCC(=O)OCCCCCCCCCCCCCC)NC(C(CCCCCCCCCC)CCCCCCCC)=O)=O)C tetradecyl 3-((4-((2-(dimethylamino)ethyl)amino)-3-(2-octyldodecanamido)-4-oxobutyl)thio)propanoate